C(C=C)(=O)N1CC2(C1)N(CCCC2)C2=C1C(=C(NC1=C(C=C2F)C(=O)N)C)Cl 4-(2-acryloyl-2,5-diazaspiro[3.5]nonan-5-yl)-3-chloro-5-fluoro-2-methyl-1H-indole-7-carboxamide